ClC1=CC=C(C=C1)[C@H](C)OC=1C=NC=C(C1)C=1C=NN(C1)C1CCNCC1 (S)-3-(1-(4-chlorophenyl)ethoxy)-5-(1-(piperidin-4-yl)-1H-pyrazol-4-yl)pyridine